CC1(CN(C(O1)=O)C=1C=C2C=CC=NC2=CC1)C 6-(5,5-dimethyl-2-oxooxazolidin-3-yl)quinoline